BrC1=CC(=CC(=C1)C1CC1)Cl 1-Bromo-3-chloro-5-cyclopropylbenzene